FC1(CC(C1)NC=1N=CC2=C(N1)NC=C2C=2C=C(C=1N(C2)C(=CN1)C)F)F N-(3,3-difluorocyclobutyl)-5-(8-fluoro-3-methylimidazo[1,2-a]pyridin-6-yl)-7H-pyrrolo[2,3-d]pyrimidin-2-amine